COC(=O)C=1C=CC2=C(N(C(=N2)CN2CCC(CC2)C2=NC(=CC=C2)O)CC2OCC2)C1 2-((4-(6-hydroxypyridin-2-yl)piperidin-1-yl)methyl)-1-(oxetan-2-ylmethyl)-1H-benzo[d]imidazole-6-carboxylic acid methyl ester